O.Cl.Cl.ClC1=C(C(=CC=C1)Cl)C1=CC2=C(N=C(N=C2)NC2=CC=C(C=C2)OCCN(CC)CC)N(C1=O)C 6-(2,6-Dichlorophenyl)-2-[[4-[2-(diethylamino)ethoxy]phenyl]amino]-8-methyl-pyrido[2,3-d]pyrimidin-7(8H)-one dihydrochloride hydrate